CS(=O)(=O)C1(CC1)C1=NC(=NC(=C1)N1[C@@H](COCC1)C)NC1=CC(=NN1C(=O)OC(C)(C)C)C tert-butyl 5-{[4-(1-methanesulfonylcyclopropyl)-6-[(3R)-3-methyl morpholin-4-yl] pyrimidin-2-yl] amino}-3-methyl-1H-pyrazole-1-carboxylate